C(N)(=O)C1CN(CC1)CC=1C=C(C2=C(N=C(O2)C=2C(=C(C=CC2)C2=C(C(=CC=C2)C=2OC3=C(N2)C=C(C(=C3)OC(F)F)CN3[C@@H](CCC3)C(=O)O)C)C)C1)C#N ((2-(3'-(5-((3-carbamoylpyrrolidin-1-yl)methyl)-7-cyanobenzo[d]oxazol-2-yl)-2,2'-dimethyl-[1,1'-biphenyl]-3-yl)-6-(difluoromethoxy)benzo[d]oxazol-5-yl)methyl)-L-proline